BrC1=CC2=C(C3=C(S2)C=CC=C3)C=3C=CC=CC13 5-Bromobenzo[b]naphtho[1,2-d]thiophene